N1N=CC(=C1)C1=CNC2=CN=CC=C21 3-(1H-pyrazol-4-yl)-1H-pyrrolo[2,3-c]pyridine